(S)-3-(5-(((S)-1-((8-fluoro-2-((S)-tetrahydrofuran-3-yl)quinolin-6-yl)methyl)-pyrrolidin-3-yl)oxy)-1-oxoisoindolin-2-yl)piperidine-2,6-dione FC=1C=C(C=C2C=CC(=NC12)[C@H]1COCC1)CN1C[C@H](CC1)OC=1C=C2CN(C(C2=CC1)=O)[C@@H]1C(NC(CC1)=O)=O